tert-butyl 4-(6-chloro-2-methoxypyridin-3-yl)piperidine-1-carboxylate ClC1=CC=C(C(=N1)OC)C1CCN(CC1)C(=O)OC(C)(C)C